[Si](C1=CC=CC=C1)(C1=CC=CC=C1)(C(C)(C)C)O[C@@H]1C[C@@H](N(C1)C(=O)OC(C)(C)C)COC Tert-butyl (2R,4R)-4-[(tert-butyldiphenylsilyl)oxy]-2-(methoxymethyl)pyrrolidine-1-carboxylate